C(OCC[C@H](C)N1N=C(N=N1)COCC(=O)C)([O-])=O [(1S)-1-[5-(acetonyloxymethyl)tetrazol-2-yl]ethyl]ethyl carbonate